tert-butyl (3S)-4-({4-[(2-amino-4-chloro-5H-pyrrolo[3,2-d]pyrimidin-5-yl)methyl]-3-methoxyphenyl}methyl)-3-(fluoromethyl)piperazine-1-carboxylate NC=1N=C(C2=C(N1)C=CN2CC2=C(C=C(C=C2)CN2[C@@H](CN(CC2)C(=O)OC(C)(C)C)CF)OC)Cl